C(C)(=O)N1CCN(CC1)C=1C=C2CCN(CC2=CC1)CS(=O)(=O)N(C)CC1=CC(=CC=C1)F 6-(4-acetylpiperazin-1-yl)-N-(3-fluoro-benzyl)-N-methyl-3,4-dihydroisoquinoline-2(1H)-methanesulfonamide